2-((2-(diethylamino)ethyl)(ethyl)amino)ethan-1-ol C(C)N(CCN(CCO)CC)CC